C1(CC1)C1=C(C=C(C=N1)CC(=O)NC1=CC(=C(C=C1)C)[C@H](C)NC=1C=NC=2C(N1)=NN(C2)CC)F (S)-2-(6-cyclopropyl-5-fluoropyridin-3-yl)-N-(3-(1-((2-ethyl-2H-pyrazolo[3,4-b]pyrazin-6-yl)amino)ethyl)-4-methylphenyl)acetamide